bisphenoxyethanofluorene diacrylate C(C=C)(=O)O.C(C=C)(=O)O.O(C1=CC=CC=C1)C=1C(=C2C(=C3CC4=CC=CC=C4C13)CC2)OC2=CC=CC=C2